N1N=C(C2=CC=CC=C12)C1=NC2=CC=NC(=C2C=C1)OC 2-(1H-indazol-3-yl)-5-methoxy-1,6-naphthyridine